COC(C1=C(C(=CC(=C1)[C@@](CC)(O)C1(CCOCC1)F)F)C(C1=CC=C(C=C1)Cl)=O)=O (R)-2-(4-chlorobenzoyl)-3-fluoro-5-(1-(4-fluorotetrahydro-2H-pyran-4-yl)-1-hydroxypropyl)benzoic acid methyl ester